BrC1=C(C=C(C=C1)C(F)(F)F)[N+]#[C-] 2-bromo-1-isocyano-5-(trifluoromethyl)benzene